C1(CCCCC1)P(C1=C(C=CC=C1)C1=C(C=C(C=C1C(C)C)C(C)C)C(C)C)C1CCCCC1.[Cl] chlorine (2-Dicyclohexylphosphino-2',4',6'-triisopropyl-1,1'-biphenyl)